4-bromo-3H-imidazo[4,5-c]pyridine-7-carboxylic acid BrC1=NC=C(C2=C1NC=N2)C(=O)O